F[C@H]1CN(CC[C@@H]1N(C(C(COC1=NC=CC=C1C(F)(F)F)(C)C)=O)C)C(=O)OC(C)(C)C tert-butyl (3S,4S)-3-fluoro-4-(N,2,2-trimethyl-3-((3-(trifluoromethyl)pyridin-2-yl)oxy)propanamido)piperidine-1-carboxylate